N1(N=CN=C1)C1=CC=C(C(=O)O)C=C1 4-(1H-1,2,4-triazol-1-yl)benzoic acid